C(C)(C)(C)P(C1=C(C(=CC=C1OC)OC)C1=C(C=C(C=C1C(C)C)C(C)C)C(C)C)C(C)(C)C 2-(di-tert-butylphosphino)-3,6-dimethoxy-2',4',6'-tri-isopropyl-1,1'-biphenyl